5,5-dimethyl-1-((2-oxo-2,3-dihydro-1H-pyrrolo[2,3-b]pyridin-4-yl)methyl)-3-(2H-spiro[benzofuran-3,1'-cyclobutan]-6-yl)imidazolidine-2,4-dione CC1(C(N(C(N1CC1=C2C(=NC=C1)NC(C2)=O)=O)C2=CC1=C(C=C2)C2(CCC2)CO1)=O)C